CC=1N(C(=CC1)C)C1=NC2=C(N1C)C=CC=C2CNC2=C(C1=CC=CC=C1C=C2)C#N [[2-(2,5-dimethylpyrrol-1-yl)-1-methyl-benzimidazol-4-yl]methylamino]naphthalene-1-carbonitrile